FC=1C=C(C=CC1C1=NC=2C=CNC(C2C(=C1)NC1=NC=C(C=C1)N1CCC(CC1)O)=O)N(C(=O)C1(COC1)C)C N-[3-fluoro-4-[4-[[5-(4-hydroxy-1-piperidyl)-2-pyridyl]amino]-5-oxo-6H-1,6-naphthyridin-2-yl]phenyl]-N,3-dimethyl-oxetane-3-carboxamide